C(C1=CC=CC=C1)(=O)OCC=1C(=CC=CC1)OC ortho-anisyl benzoate